COC(CNC=1CC(CCN1)(C)C)OC N-(2,2-Dimethoxyethyl)-4,4-dimethyl-3,5-dihydro-2H-pyridin-6-amine